Cl.N1=CN=C(C2=C1NC=C2)N2CCSC(=C2)C(=O)N2C[C@@H]([C@H](CC2)CO)N (4-(7H-pyrrolo[2,3-d]pyrimidin-4-yl)-3,4-dihydro-2H-1,4-thiazin-6-yl)((3R,4S)-3-amino-4-(hydroxymethyl)piperidin-1-yl)methanone hydrochloride